5-bromo-4-chloro-2,2-dimethylbenzo[d][1,3]dioxole BrC1=C(C2=C(OC(O2)(C)C)C=C1)Cl